C(C)N(C1CCN(CC1)CC1=C2C=C(N(C2=CC(=C1)F)CC(F)(F)F)C#CCNC=1C=CC(=NC1)C(C#N)(C)C)CC 2-(5-{[3-(4-{[4-(diethylamino)piperidin-1-yl]methyl}-6-fluoro-1-(2,2,2-trifluoroethyl)-1H-indol-2-yl)prop-2-yn-1-yl]amino}pyridin-2-yl)-2-methylpropanenitrile